N1NCCC(CCC1)O diazacyclooctane-5-ol